azobis(2-amidinopropane) hydrochloride CC(CN=NCC(C)C(=N)N)C(=N)N.Cl